4-(oxetan-3-yloxy)-5-(quinoxalin-6-yl)-N-(7-oxaspiro[3.5]nonan-2-yl)pyrrolo[2,1-f][1,2,4]triazin-2-amine O1CC(C1)OC1=NC(=NN2C1=C(C=C2)C=2C=C1N=CC=NC1=CC2)NC2CC1(C2)CCOCC1